C(CCCCCCCCCCC)[N+]1=C(C=CC=C1)CC 1-(1-dodecyl)-2-ethylpyridinium